ascorbic acid-copper salt [Cu+2].O=C1C(O)=C([O-])[C@H](O1)[C@@H](O)CO.O=C1C(O)=C([O-])[C@H](O1)[C@@H](O)CO